FC1=C(C(=C(C=C1OC)OC)F)N1C(N(C2=C(C1)C=NC1=C2C=C(N1S(=O)(=O)C1=CC=CC=C1)CN1CCOCC1)CCO)=O 3-(2,6-difluoro-3,5-dimethoxyphenyl)-1-(2-hydroxyethyl)-8-(morpholin-4-ylmethyl)-7-(phenylsulfonyl)-1,3,4,7-tetrahydro-2H-pyrrolo[3',2':5,6]pyrido[4,3-d]pyrimidin-2-one